propan-2-yn-1-ol C(C#C)O